C(CCCC)S(=O)(=O)[O-] pentanesulfonate